ClC1=C(C=C(OCC(=O)NC2CCN(CC2)C=2OC(=NN2)C2=NC=C(C=C2)Cl)C=C1)F 2-(4-Chloro-3-fluorophenoxy)-N-{1-[5-(5-chloropyridin-2-yl)-1,3,4-oxadiazol-2-yl]piperidin-4-yl}acetamide